ClC1=CC=2N(C=C1)N=C(N2)C=C 7-Chloro-2-vinyl-[1,2,4]triazolo[1,5-a]pyridine